tertiary amyl-sulfonic acid C(C)(C)(CC)S(=O)(=O)O